2'-dicyclohexylphosphino-2,6-dimethoxy-1,1'-biphenyl-3-sulfonic acid sodium [Na].C1(CCCCC1)P(C1=C(C=CC=C1)C1=C(C(=CC=C1OC)S(=O)(=O)O)OC)C1CCCCC1